2-((1H-benzo[d]imidazol-2-yl)(5-fluoro-2-methoxyphenyl)methyl)isoindolin-1-one N1C(=NC2=C1C=CC=C2)C(N2C(C1=CC=CC=C1C2)=O)C2=C(C=CC(=C2)F)OC